1-(7-oxo-9-(trifluoromethyl)-7H-pyrimido[5',4':3,4]cyclopenta[1,2-c]quinolin-2-yl)piperidine-4-carbonitrile O=C1C2=C(C3=C1C=NC1=CC=C(C=C31)N3CCC(CC3)C#N)C=NC(=N2)C(F)(F)F